6-(2-(4-(9-benzyl-6-(1-methylcyclopropoxy)-9H-purin-8-yl)-3-chlorophenoxy)ethyl)-2-thia-6-azaspiro[3.3]heptane 2,2-dioxide C(C1=CC=CC=C1)N1C2=NC=NC(=C2N=C1C1=C(C=C(OCCN2CC3(CS(C3)(=O)=O)C2)C=C1)Cl)OC1(CC1)C